ClC1=NC=C(C(=C1)C(CC(=O)C1CC1)=O)C 1-(2-chloro-5-methylpyridin-4-yl)-3-cyclopropylpropane-1,3-dione